ClC=1C=C(C=CC1)N1N=CC(=C1)/C(/C)=N/O (E)-1-(1-(3-chlorophenyl)-1H-pyrazol-4-yl)ethanone oxime